rac-1-(((3S,5S)-1-Oxadispiro[2.2.26.23]decan-5-yl)methyl)-1H-benzo[d]imidazole-6-carbonitrile Sodium hydrate O.[Na].O1C[C@]12C[C@@H](C1(CC1)CC2)CN2C=NC1=C2C=C(C=C1)C#N |r|